C(C)[C@@H]1CN(CC[C@H]1OC1=CC=C(C=C1)C(C)(C)CC)C1=CC(N(C=2C=CC(=NC12)C#N)C)=O 8-((3R,4R)-3-Ethyl-4-(4-(tert-pentyl)phenoxy)piperidin-1-yl)-5-methyl-6-oxo-5,6-dihydro-1,5-naphthyridin-2-carbonitril